FC=1C=C2C=CN(C2=CC1)C 5-fluoro-1-methyl-indol